C(C)(C)(C)OC(=O)N=C1N(C(CC(N1)(CC)CC)=O)[C@H](CCOC)[C@H]1[C@@H](C1)C(=O)O (1R,2R)-2-((R)-1-(2-((tert-butoxycarbonyl)imino)-4,4-diethyl-6-oxotetrahydropyrimidin-1(2H)-yl)-3-methoxypropyl)cyclopropanecarboxylic acid